nickel acetate salt C(C)(=O)[O-].[Ni+2].C(C)(=O)[O-]